FC(S(=O)(=O)N1CC2C=3C(C=C1)=C1C(=CC3COC2)OCO1)(F)F 3-((Trifluoromethyl)sulfonyl)-3,4,4a,7-tetrahydro-5H-[1,3]dioxolo[4',5':6,7]isochromeno[4,5-cd]azepine